CC(C)C1=CC=C(C=C1)C(=O)[O-] The molecule is a cumate that is the conjugate base of p-cumic acid. It has a role as a plant metabolite. It is a conjugate base of a p-cumic acid.